COC(=O)C12C(N(C(C(CN(C1)CCCN1CC3(C(N(C(C(C1)(C3=O)C(=O)OC)C3=NC=CC=C3)C)C3=NC=CC=C3)C(=O)OC)(C2=O)C(=O)OC)C2=NC=CC=C2)C)C2=NC=CC=C2 1,3-bis{1,5-bis(methoxycarbonyl)-3-methyl-9-oxo-2,4-bis(pyridin-2-yl)-3,7-diazabicyclo[3.3.1]Non-7-yl}propane